FC=1C=C(C=CC1NC(=O)C1=CCCC1)C1=CC(=CC=C1)OC([2H])([2H])[2H] 2-((3-Fluoro-3'-(methoxy-d3)-[1,1'-biphenyl]-4-yl)carbamoyl)cyclopent-1-ene